BrC=1C=C2C(=NC(=NC2=CC1)C)C(=O)NC(C)C1=CC=CC=C1 6-bromo-2-methyl-N-(1-phenylethyl)quinazoline-4-carboxamide